2-chloro-9-isopropyl-N-(1-(3,4,5-trimethoxyphenyl)-1H-imidazol-4-yl)-9H-purin-6-amine ClC1=NC(=C2N=CN(C2=N1)C(C)C)NC=1N=CN(C1)C1=CC(=C(C(=C1)OC)OC)OC